C(O[C@@H](C(F)(F)F)[C@]1([C@H]([C@@H]2[C@@H](OC(O2)(C)C)O1)OCC1=CC=CC=C1)COCC1=CC=CC=C1)(OC1=CC=CC=C1)=S O-((R)-1-((3aR,5R,6S,6aR)-6-(benzyloxy)-5-((benzyloxy)methyl)-2,2-dimethyltetrahydrofuro[2,3-d][1,3]dioxol-5-yl)-2,2,2-trifluoroethyl) O-phenyl carbonothioate